FC1(CCNCC1)CO (4-Fluoro-4-piperidyl)methanol